COC=1C=CC(=C(C1)NC(C(C)(C)C)=O)C N-(5-methoxy-2-methyl-phenyl)-2,2-dimethyl-propionamide